1-(2-Chloropyrimidin-4-yl)piperidin-4-amine ClC1=NC=CC(=N1)N1CCC(CC1)N